O=C([C]N[C@@H](C(=O)O)CCCC(=O)O)C1=CC=CC=C1 (R)-2-((2-oxo-2-phenyl-1λ2-ethyl)amino)hexanedioic acid